N-(2-(4-methylpiperidin-1-yl)-5-(trifluoromethyl)-phenyl)-5-(tetrahydro-2H-pyran-4-yl)furan-2-carboxamide CC1CCN(CC1)C1=C(C=C(C=C1)C(F)(F)F)NC(=O)C=1OC(=CC1)C1CCOCC1